COC(=O)C1=CC=CC=2NC=NC21 1H-benzo[d]Imidazole-4-carboxylic acid methyl ester